OC(COC1=CC=C(C=C1)CCC(=O)O)CNC(C)C 3-{4-[2-hydroxy-(1-methyl-ethylamino)propoxy]phenyl}propanoic acid